Ditert-butyl 3,3'-((propane-1,3-diylbis(oxy))bis(6-methoxy-1,3-dioxo-1,3-dihydro-2H-benzo[4,5]thieno[2,3-c]pyrrole-7,2-diyl))dipropionate C(CCOC=1C(=CC2=C(C3=C(C(N(C3=O)CCC(=O)OC(C)(C)C)=O)S2)C1)OC)OC=1C(=CC2=C(C3=C(C(N(C3=O)CCC(=O)OC(C)(C)C)=O)S2)C1)OC